C(CCCCC)N([C@@H](CCC(=O)O)C(=O)O)C(CCCCCCCCCCCCCCC)C hexyl-(1-methyl-palmityl-glutamic acid)